4-(trifluoromethyl)phenyl 1-(8-fluoro-7-(8-fluoronaphthalen-1-yl)-2-((tetrahydro-1H-pyrrolizin-7a(5H)-yl)methoxy)pyrido[4,3-d]pyrimidin-4-yl)piperidine-4-carboxylate FC1=C(N=CC2=C1N=C(N=C2N2CCC(CC2)C(=O)OC2=CC=C(C=C2)C(F)(F)F)OCC21CCCN1CCC2)C2=CC=CC1=CC=CC(=C21)F